BrCC1=CC(=NN1C1=CC=CC=C1)C1=C(C=CC=C1)OC 5-(bromomethyl)-3-(2-methoxyphenyl)-1-phenyl-1H-pyrazole